phosphoric acid 1,3-phenylene tetrakis(2,6-dimethylphenyl) ester CC1=C(C(=CC=C1)C)OP(=O)(OC2=CC(=CC=C2)OP(=O)(OC3=C(C=CC=C3C)C)OC4=C(C=CC=C4C)C)OC5=C(C=CC=C5C)C